(2-(4-((5-bromo-1-ethyl-1H-pyrazol-4-yl)methyl)-1-methyl-1H-pyrazol-3-yl)-5-fluorophenyl)methanol BrC1=C(C=NN1CC)CC=1C(=NN(C1)C)C1=C(C=C(C=C1)F)CO